benzyl ((2S,3S,E)-2-(((benzyloxy)carbonyl)amino)-5-(tert-butyldimethylsilyl)-3-methylpent-4-en-1-yl)((S)-but-3-en-2-yl)carbamate C(C1=CC=CC=C1)OC(=O)N[C@H](CN(C(OCC1=CC=CC=C1)=O)[C@@H](C)C=C)[C@H](\C=C\[Si](C)(C)C(C)(C)C)C